CC(C(=O)OCCCCCCN1C(N(C=CC1=S)CC)=O)=C 6-(3-Ethyl-2-oxo-6-sulfanylidenepyrimidin-1-yl)hexyl 2-methylprop-2-enoate